COC1=CC=2N=CN=C(C2N=C1N1CCN(CC1)C(C=C)=O)OC1=CC(=C(C=C1)OC1=CC2=C(N(C=N2)C)C=C1)C 1-(4-(7-methoxy-4-(3-methyl-4-((1-methyl-1H-benzo[d]imidazol-5-yl)oxy)phenoxy)pyrido[3,2-d]pyrimidin-6-yl)piperazin-1-yl)prop-2-en-1-one